C(C)N1C[C@@H](CCC1)NC=1C=2N(C(=NN1)C1=C(C=C(C=C1)C)O)C=CC2 (R)-2-(1-((1-ethylpiperidin-3-yl)amino)pyrrolo[1,2-d][1,2,4]triazin-4-yl)-5-methylphenol